C(C)(=O)C=1C=C(C=CC1)NC(=O)C1C(C2=CC=C(C=C2C1=O)C(=O)C=1C=C2C(C(C(C2=CC1)=O)C(NC1=CC(=CC=C1)C(C)=O)=O)=O)=O N-(3-acetylphenyl)-5-{2-[(3-acetylphenyl)carbamoyl]-1,3-dioxo-2,3-dihydro-1H-indene-5-carbonyl}-1,3-dioxo-2,3-dihydro-1H-indene-2-carboxamide